C(C)[P]C(C1=C(C=C(C=C1C)C)C)=O ethyl(2,4,6-trimethylbenzoyl)-Phosphorus